BrC1=C(C=CC=C1)NC1=NC(=NC=C1C(=O)N)NC1=CC2=C(C(OC2)=O)C=C1 4-[(2-bromophenyl)amino]-2-[(1-oxo-1,3-dihydro-2-benzofuran-5-yl)amino]pyrimidine-5-carboxamide